COC(=O)[C@]1(C[C@H](N(CC1)CC1=C(C(=CC=C1)Cl)F)C)CC1=NC(=CN=C1)NC1=NNC(=C1)C (2R,4R)-1-(3-chloro-2-fluorobenzyl)-2-methyl-4-((6-((5-methyl-1H-pyrazol-3-yl)amino)pyrazin-2-yl)methyl)piperidine-4-carboxylic acid methyl ester